N-(2-bromophenethyl)-4,5,7-trifluoro-N-(prop-2-yn-1-yl)benzo[d]-thiazol-2-amine BrC1=C(CCN(C=2SC3=C(N2)C(=C(C=C3F)F)F)CC#C)C=CC=C1